ethyl-thiazoline tert-butyl-N-[(3R)-7-[[(2,2-difluoromorpholine-4-carbonyl)amino]carbamoyl]-4-oxo-5-[(4-phenoxyphenyl)methyl]-2,3-dihydro-1λ4,5-benzothiazepin-3-yl]carbamate C(C)(C)(C)OC(N[C@H]1C[SH2]C2=C(N(C1=O)CC1=CC=C(C=C1)OC1=CC=CC=C1)C=C(C=C2)C(NNC(=O)N2CC(OCC2)(F)F)=O)=O.C(C)C=2SCCN2